ClC=1C=C2C(N(C=3N(C2=CC1)C(NN3)=S)CCC)=O 7-Chloro-4-propyl-1-thioxo-2,4-dihydro-[1,2,4]triazolo[4,3-a]quinazolin-5(1H)-one